OC(CO)C1=C(C=CC(=C1)N)N 2-(1,2-Dihydroxy-ethyl)-p-phenylenediamine